2,6-bis(1,1-dimethylethyl)-2,2'-isobutylidenebis(4,6-dimethylphenol) CC(C)(C)C(C(C1=C(C(=CC(=C1)C)C)O)C=1C(C(C=C(C1)C)(C)C(C)(C)C)O)(C)C